tert-butyl (1R,5S)-3-(8-chloro-2-(methylthio)pyrido[4',3':4,5]furo[2,3-d]pyrimidin-4-yl)-3,8-diazabicyclo[3.2.1]octane-8-carboxylate ClC1=NC=CC2=C1OC=1N=C(N=C(C12)N1C[C@H]2CC[C@@H](C1)N2C(=O)OC(C)(C)C)SC